6-((2-((3R,4R)-3-Amino-4-methoxypiperidin-1-yl)-6-fluoro-1H-benzo[d]imidazol-1-yl)methyl)nicotinonitril N[C@@H]1CN(CC[C@H]1OC)C1=NC2=C(N1CC1=NC=C(C#N)C=C1)C=C(C=C2)F